(3R)-3-amino-5-[(4-chlorophenyl)methyl]-7-[5-(2-fluorophenyl)-1,3,4-oxadiazol-2-yl]-1,1-dioxo-2,3-dihydro-1λ6,5-benzothiazepin-4-one N[C@H]1CS(C2=C(N(C1=O)CC1=CC=C(C=C1)Cl)C=C(C=C2)C=2OC(=NN2)C2=C(C=CC=C2)F)(=O)=O